2-(bromomethyl)-4-isopropoxybenzonitrile BrCC1=C(C#N)C=CC(=C1)OC(C)C